OC(C1=CC=C(C=N1)NC([O-])=O)C1(CCC1)C1=NC=CC=C1 (6-(Hydroxy(1-(pyridin-2-yl)cyclobutyl)methyl)pyridin-3-yl)carbamate